FC1(CNC(N(C1)C(COC)C1=CN=C(S1)NC(OC(C)(C)C)=O)=O)F tert-butyl (5-(1-(5,5-difluoro-2-oxotetrahydropyrimidin-1(2H)-yl)-2-methoxyethyl)thiazol-2-yl)carbamate